N,N'-bis(2-mercaptoethyl)isophthalamide 4,5-dichlorobenzoate ClC1=CC=C(C(=O)O)C=C1Cl.SCCNC(C1=CC(C(=O)NCCS)=CC=C1)=O